5-propyl-2-thiophenecarboxaldehyde C(CC)C1=CC=C(S1)C=O